(4S)-N-[8-(3,5-dichloro-phenyl)-4-morpholino-1,5-naphthyridin-3-yl]chromane-4-carboxamide ClC=1C=C(C=C(C1)Cl)C=1C=CN=C2C(=C(C=NC12)NC(=O)[C@H]1CCOC2=CC=CC=C12)N1CCOCC1